2,3-dibromotoluene BrC1=C(C)C=CC=C1Br